N-((3S,4R)-3-fluoro-1-methylpiperidin-4-yl)-4-methoxy-5-(quinolin-6-yl)pyrrolo[2,1-f][1,2,4]triazin-2-amine F[C@H]1CN(CC[C@H]1NC1=NN2C(C(=N1)OC)=C(C=C2)C=2C=C1C=CC=NC1=CC2)C